N[C@@H]1CN(CCC1)C1=CC(=NN1C1=CC=C(C=C1)C)C1=CC(=C(C#N)C=C1)F (S)-4-(5-(3-aminopiperidin-1-yl)-1-(p-tolyl)-1H-pyrazol-3-yl)-2-fluorobenzonitrile